1,2,4-triazolecarboxylic acid N1N=C(N=C1)C(=O)O